1-hexyl-3-propylpyrrolium methanesulfonate CS(=O)(=O)[O-].C(CCCCC)[NH+]1C=C(C=C1)CCC